C(C=C)(=O)N1CC2(CC2)C(C1)NC=1N=C2C(=NC1)NC=C2C(=O)NCC(C)C 2-[(5-acryloyl-5-azaspiro[2.4]hept-7-yl)amino]-N-(2-methylpropyl)-5H-pyrrolo[2,3-b]pyrazine-7-carboxamide